1-butyl-2-propylpyrrolidinium fluoride [F-].C(CCC)[NH+]1C(CCC1)CCC